aluminum tin zinc [Zn].[Sn].[Al]